(S)-(5-(4-(4-methoxypyrazolo[1,5-a]pyridin-2-yl)-1,4,6,7-tetrahydro-5H-imidazo[4,5-c]pyridin-5-yl)pyrazin-2-yl)(pyrrolidin-1-yl)methanone COC=1C=2N(C=CC1)N=C(C2)[C@H]2N(CCC1=C2N=CN1)C=1N=CC(=NC1)C(=O)N1CCCC1